5,5-dimethyl-3-ethyl-3-hexanol CC(CC(CC)(O)CC)(C)C